1-(2-chloro-4-((6-methoxy-7-(2-(pyrrolidin-1-yl)ethoxy)quinazolin-4-yl)oxy)phenyl)-3-(1-isopropyl-1H-pyrazol-4-yl)urea ClC1=C(C=CC(=C1)OC1=NC=NC2=CC(=C(C=C12)OC)OCCN1CCCC1)NC(=O)NC=1C=NN(C1)C(C)C